FC=1C(=C(C=C2C(=NC(=NC12)SC)N1CC(CCC1)(O)C)[N+](=O)[O-])C1=CC=CC2=CC=C(C(=C12)C#C[Si](C(C)C)(C(C)C)C(C)C)F (8-fluoro-7-(7-fluoro-8-((triisopropylsilyl)ethynyl)naphthalen-1-yl)-2-(methylsulfanyl)-6-nitroquinazolin-4-yl)-3-methylpiperidin-3-ol